C(C)OC(=C)C1=C(C(=NC=C1)O[C@@H](CO)C)F (R)-2-((4-(1-ethoxyvinyl)-3-fluoropyridin-2-yl)oxy)propan-1-ol